CC1CN(CC=C1C1=C2C(=NC(=C1)NC(=O)C1CC1)NC=C2)C(C2=CC(=CC=C2)NC2=CC=CC=C2)=O N-(4-(3-methyl-1-(3-(phenylamino)benzoyl)-1,2,3,6-tetrahydropyridin-4-yl)-1H-pyrrolo[2,3-b]pyridin-6-yl)cyclopropylcarboxamide